BrC1=CC=C(C(=O)N2CC3=CC=C(C=C3CC2)C(=O)NC[C@@H](O)[C@H]2N(CC3=CC(=CC=C3C2)OCC2=C(N=CO2)C)C(=O)OC(C)(C)C)C=C1 tert-Butyl (3S)-3-[(1R)-2-[[2-(4-bromobenzoyl)-3,4-dihydro-1H-isoquinoline-6-carbonyl]amino]-1-hydroxy-ethyl]-7-[(4-methyloxazol-5-yl)methoxy]-3,4-dihydro-1H-isoquinoline-2-carboxylate